C(CCC)N(C(=O)NCCCOC)CC1=C(C=C(C=C1OC)OC)\C=C\C1=CC=C(C=C1)CC(C)C (E)-1-butyl-1-(2-(4-isobutylstyryl)-4,6-dimethoxybenzyl)-3-(3-methoxypropyl)urea